C(C)N(C1=C(C=C(C(=O)OC)C#N)C=CC=C1)CC methyl 2-diethylamino-α-cyanocinnamate